The molecule is zwitterionic form of glutathione amide having an anionic carboxy group and a protonated amino group; major species at pH 7.3. It is a tautomer of a glutathione amide. C(CC(=O)N[C@@H](CS)C(=O)NCC(=O)N)[C@@H](C(=O)[O-])[NH3+]